2,5-difluorophenylhydrazine FC1=C(C=C(C=C1)F)NN